3-Bromo-4-fluorophenyl 2,4,6-tri-O-acetyl-3-azido-3-deoxy-1-thio-α-D-galactopyranoside C(C)(=O)O[C@H]1[C@@H](SC2=CC(=C(C=C2)F)Br)O[C@@H]([C@@H]([C@@H]1N=[N+]=[N-])OC(C)=O)COC(C)=O